NC=1OC2=C(N1)C=C(C=C2)C2(CC2)C(=O)OC methyl 1-(2-aminobenzo[d]oxazol-5-yl)cyclopropane-1-carboxylate